C(CC(C)C)(=O)OCCO ethylene glycol isovalerate